C(C)(=O)N.C(C)(=O)N.C(C)(=O)N.C(C)(=O)N tetraacetic acid, amide